O1COCC2=C1C=CC(=C2)C(N2CCN(CC2)C(=O)N2N=NC1=C2C=CC(=C1)F)C1=CC2=C(OCOC2)C=C1 (4-(bis(4H-benzo[d][1,3]dioxin-6-yl)methyl)piperazin-1-yl)(5-fluoro-1H-benzo[d][1,2,3]triazol-1-yl)methanone